OC[C@H]1N(CC(C1)=C)C(=O)OC(C)(C)C (S)-tert-butyl 2-(hydroxymethyl)-4-methylenepyrrolidine-1-carboxylate